C1(CC1)C1=CC=C(C=N1)[C@H](C)N1N=C(C2=C1N=C(NC2=O)[C@@H]2[C@H](CC2)C2=NC=CC=N2)C#N 1-((S)-1-(6-cyclopropylpyridin-3-yl)ethyl)-4-oxo-6-((1S,2S)-2-(pyrimidin-2-yl)cyclobutyl)-4,5-dihydro-1H-pyrazolo[3,4-d]pyrimidine-3-carbonitrile